C(C)(=O)NC=1C=C(C=CC1)C1=CC=C2C(=N1)N(C(=N2)C=2C(=NC=CC2)N)C2=CC=C(CNC(=O)C=1C=C(C=C3C1N=C(S3)C(=O)N)F)C=C2 N4-(4-(5-(3-acetamidophenyl)-2-(2-aminopyridin-3-yl)-3H-imidazo[4,5-b]pyridin-3-yl)benzyl)-6-fluorobenzo[d]thiazole-2,4-dicarboxamide